N[C@@H]1[C@@H](CN(CC1)C1=C(C=NC2=CC=C(C=C12)C1=C(C(=CC(=C1F)F)C#N)O)C1=CC(=CC(=C1)F)F)C#N cis-4-Amino-1-[6-(3-cyano-5,6-difluoro-2-hydroxyphenyl)-3-(3,5-difluorophenyl)chinolin-4-yl]piperidin-3-carbonitril